NC1=C(C(=NN1)C1=CC(=C(C=C1)CNC(C1=C(C=CC(=C1)F)OC)=O)F)C#N N-[[4-(5-amino-4-cyano-1H-pyrazol-3-yl)-2-fluoro-phenyl]methyl]-5-fluoro-2-methoxy-benzamide